acryloyloxyhexylphenyl hydrogen phosphate P(=O)(OC1=C(C=CC=C1)CCCCCCOC(C=C)=O)(O)[O-]